ClC=1C=C(O[C@@H]2CNCC2)C=C(C1)OCC(F)(F)F (3S)-3-[3-Chloro-5-(2,2,2-trifluoroethoxy)phenoxy]pyrrolidine